tert-butyl (S)-((6-bromo-5-fluoropyrimidin-4-yl)methyl)((5-oxopyrrolidin-2-yl)methyl)carbamate BrC1=C(C(=NC=N1)CN(C(OC(C)(C)C)=O)C[C@H]1NC(CC1)=O)F